N-[(1R,2R)-2-(difluoromethyl)cyclopropyl]-2,6-dimethoxy-4-[5-(1-methylpyrazol-4-yl)benzimidazol-1-yl]benzamide FC([C@H]1[C@@H](C1)NC(C1=C(C=C(C=C1OC)N1C=NC2=C1C=CC(=C2)C=2C=NN(C2)C)OC)=O)F